6-Aminohexyl-4-(7-azido-6-fluoro-1-benzofuran-4-yloxy)butyramide hydrochloride salt Cl.NCCCCCCC(C(=O)N)CCOC1=CC(=C(C2=C1C=CO2)N=[N+]=[N-])F